FC1=CC=C2CCC3(NC2=N1)CN(CC3)C(=O)OC(C)(C)C tert-butyl 7'-fluoro-3',4'-dihydro-1'H-spiro[pyrrolidine-3,2'-[1,8]naphthyridine]-1-carboxylate